CN1CCN(CC1)C=1C=C(C=CC1)NC(=O)[C@H]1[C@@H](N(C(C2=CC=CC=C12)=O)CC=1C=NC=CC1)C1=CC=C(C=C1)C(F)(F)F (3R,4R)-N-(3-(4-Methylpiperazin-1-yl)phenyl)-1-oxo-2-(pyridin-3-ylmethyl)-3-(4-(trifluoromethyl)phenyl)-1,2,3,4-tetrahydroisochinolin-4-carboxamid